OC1=CC=C(C=C1)N1C(NC(CC1)=O)=O (4-hydroxyphenyl)hexahydropyrimidine-2,4-dione